2'-fluoro-5'-tert-butyldimethylsilyl-2'-deoxyuridine F[C@H]1[C@@H](O[C@@H]([C@H]1O)C(O)[Si](C)(C)C(C)(C)C)N1C(=O)NC(=O)C=C1